butene-1,2,3,4-tetrol C(=C(C(CO)O)O)O